1-(6,7-dihydro-5H-benzo[6,7]cyclohepta[1,2-c]pyridazin-3-yl)-N5-(7-((bicyclo[2.2.1]heptan-2-yl)(methyl)amino)-6,7,8,9-tetrahydro-5H-benzo[7]annulene-2-yl)-1H-1,2,4-triazole-3,5-diamine N1=NC(=CC2=C1C1=C(CCC2)C=CC=C1)N1N=C(N=C1NC=1C=CC2=C(CCC(CC2)N(C)C2C3CCC(C2)C3)C1)N